styrene-oxyethylene ether C(=CC1=CC=CC=C1)OC1CO1